C(C(=C)C)(=O)OCCC[Si](OCC)(OCC)OCC γ-Methacryloxypropyltriethoxysilan